NCC(=O)NC(C(=O)NC=1SC2=C(N1)C=CC(=C2)OC(F)(F)F)C 2-(2-aminoacetamido)-N-(6-(trifluoromethoxy)benzo[d]thiazol-2-yl)propanamide